4-(2-cyano-5-(2-oxopyrrolidin-1-yl)phenyl)isoindoline-2-carbonitrile C(#N)C1=C(C=C(C=C1)N1C(CCC1)=O)C1=C2CN(CC2=CC=C1)C#N